N-[2-(3-cyanophenyl)-1-(6-methoxy-1,3-benzothiazol-2-yl)ethyl]-3-oxo-4H-1,4-benzoxazine-6-sulfonamide C(#N)C=1C=C(C=CC1)CC(C=1SC2=C(N1)C=CC(=C2)OC)NS(=O)(=O)C=2C=CC1=C(NC(CO1)=O)C2